C(C1=CC=CC=C1)N1C(=NC2=NC=C(C=C21)C=2C(=NOC2C)C)NCC2CCCCC2 1-benzyl-N-(cyclohexylmethyl)-6-(3,5-dimethylisoxazol-4-yl)-1H-imidazo[4,5-b]pyridin-2-amine